NC=1C2=C(N=CN1)N(C(=C2C2=CC=C(C=C2)OC2=NC(=CC=C2)C)C2C[C@@H](N(C2)C(=O)OC(C)(C)C)C)C tert-butyl (2S)-4-(4-amino-7-methyl-5-(4-((6-methylpyridin-2-yl)oxy)phenyl)-7H-pyrrolo[2,3-d]pyrimidin-6-yl)-2-methylpyrrolidine-1-carboxylate